COC1=CC=C(C=C1[N+](=O)[O-])C1=CC=CC=C1 4'-methoxy-5'-nitro-1,1'-biphenyl